[Pd+2].C(C)(C)(C)P(C1=CC=C(C=C1)N(C)C)C(C)(C)C di-tert-butyl-(4-dimethylaminophenyl)phosphorus palladium (II)